ClC=1C=C(C=CC1F)NC(=O)N1CC2=C(C(CC1)(C)C)C=CC(=C2)N2CCC(CC2)N2CCOCC2 N-(3-chloro-4-fluorophenyl)-5,5-dimethyl-8-(4-morpholinopiperidin-1-yl)-1,3,4,5-tetrahydro-2H-benzo[c]azepine-2-carboxamide